tert-butyl (2R,5S)-4-(2-bromo-4-methyl-5-oxo-4,5-dihydropyrazolo[1,5-a]pyrimidin-7-yl)-2,5-dimethylpiperazine-1-carboxylate BrC1=NN2C(N(C(C=C2N2C[C@H](N(C[C@@H]2C)C(=O)OC(C)(C)C)C)=O)C)=C1